5-fluoro-N1,2-dimethyl-N1-(6-(trifluoromethyl)pyridin-2-yl)benzene-1,3-diamine FC=1C=C(C(=C(C1)N(C1=NC(=CC=C1)C(F)(F)F)C)C)N